tris(4-hydroxyphenyl)cyanomethane OC1=CC=C(C=C1)C(C#N)(C1=CC=C(C=C1)O)C1=CC=C(C=C1)O